[I-].C(C)OC(=O)N1C(=NC(=C1)C[C@@H](C(=O)OC)[N+](C)(C)C)[Se]C(=O)OCC (S)-3-(1-(ethoxycarbonyl)-2-((ethoxycarbonyl)selanyl)-1H-imidazol-4-yl)-1-methoxy-N,N,N-trimethyl-1-oxopropan-2-aminium iodide